3-((3-(((1-(4-((5-chloro-4-((2-(isopropylsulfonyl)phenyl)amino)pyrimidin-2-yl)amino)-5-isopropoxy-2-methylphenyl)piperidin-4-yl)(methyl)amino)methyl)phenyl)amino)piperidine-2,6-dione ClC=1C(=NC(=NC1)NC1=CC(=C(C=C1OC(C)C)N1CCC(CC1)N(C)CC=1C=C(C=CC1)NC1C(NC(CC1)=O)=O)C)NC1=C(C=CC=C1)S(=O)(=O)C(C)C